FC(C1=CC=C(OC2=CC=CC=3C=C(SC32)C(=O)O)C=C1)(F)F 7-(4-(trifluoromethyl)phenoxy)benzothiophene-2-carboxylic acid